C(C)C1=C(C(=CC(=C1)C)CC)Br 2,6-diethyl-4-methyl-bromobenzene